CC(=CCC=1C=CC=C2NC=C(C[C@H](N)C(=O)O)C12)C 4-Dimethylallyl-L-tryptophan